(1S,3S)-3-(pyrrolo[1,2-b]pyridazin-4-yloxy)cyclobutan-1-ol N=1N2C(C(=CC1)OC1CC(C1)O)=CC=C2